O=C1N=C(C=C2N1CCC1=CC(=CC=C21)OCC2=CC=C(C#N)C=C2)OCC2OCCC2 4-[4-Oxo-2-(tetrahydro-furan-2-ylmethoxy)-6,7-dihydro-4H-pyrimido[6,1-a]isoquinolin-9-yloxymethyl]-benzonitrile